Phosphorylazid P(=O)(N=[N+]=[N-])(N=[N+]=[N-])N=[N+]=[N-]